3-methyl-5-((4-oxo-5-azaspiro[2.5]octan-8-yl)amino)-8-(4-(trifluoromethyl)phenyl)pyrido[4,3-d]pyrimidin-4(3H)-one CN1C=NC2=C(C1=O)C(=NC=C2C2=CC=C(C=C2)C(F)(F)F)NC2CCNC(C21CC1)=O